OC1C(C(NC=C1)C1=NC=CC=C1)C(=O)[O-] 4-hydroxy-tetrahydrobipyridinecarboxylate